(1-methylindol-7-yl)prop-2-enamide CN1C=CC2=CC=CC(=C12)C(C(=O)N)=C